N1=CC=C(C=C1)N1N=CC2=CC(=CC=C12)C(=O)N 1-(pyridin-4-yl)indazole-5-carboxamide